C(C=C)ON1C(=NC(=C1C(=O)O)C)C1=CC(=CC=C1)C#N 1-(allyloxy)-2-(3-cyanophenyl)-4-methyl-1H-imidazole-5-carboxylic acid